2-(6-Azaspiro[2.5]octan-6-yl)-4-(R-cyclopropylsulfonimidoyl)-N-(6-(3,3,3-trifluoropropoxy)-2-pyridinyl)benzamide C1CC12CCN(CC2)C2=C(C(=O)NC1=NC(=CC=C1)OCCC(F)(F)F)C=CC(=C2)[S@@](=O)(=N)C2CC2